(S)-2-((8-amino-6-(5-amino-4-methylpyridin-3-yl)-7-fluoroisoquinolin-3-yl)amino)-4-fluoro-6-methyl-5,6-dihydro-4H-pyrazolo[1,5-d][1,4]diazepin-7(8H)-one NC=1C(=C(C=C2C=C(N=CC12)NC1=NN2CC(N(C[C@@H](C2=C1)F)C)=O)C=1C=NC=C(C1C)N)F